C(C=C)C1(OC[C@H](C2=C(C=C(C=C12)C)Br)C)C(=O)OCC ethyl (4S)-1-allyl-5-bromo-4,7-dimethylisochromane-1-carboxylate